8-(2-(4-(3-(aminomethyl)phenyl)piperidin-1-yl)-2-oxoethyl)-6H-[1,3]dioxolo[4,5-g]chromen-6-one NCC=1C=C(C=CC1)C1CCN(CC1)C(CC1=CC(OC=2C=C3C(=CC12)OCO3)=O)=O